NC1=C(C#N)C=C(C(=C1)OC)OC 2-amino-4,5-dimethoxybenzonitrile